C=C1C(=COC1=O)C(=O)O 4-METHYLENE-5-OXO-4,5-DIHYDROFURAN-3-CARBOXYLIC ACID